C(=O)(OCC1=CC=CC=C1)N[C@H](CC1=CC=CC=C1)C(=O)N[C@H](C)C(=O)O N-Cbz-D-phenylalanyl-D-alanine